3-(2,6-difluoro-3,5-dimethoxyphenyl)-7-(1,3-dimethyl-1H-pyrazol-4-yl)-1-((2-methylthiazol-4-yl)methyl)-3,4-dihydropyrido[4,3-d]pyrimidin-2(1H)-one FC1=C(C(=C(C=C1OC)OC)F)N1C(N(C2=C(C1)C=NC(=C2)C=2C(=NN(C2)C)C)CC=2N=C(SC2)C)=O